N1=CN=C(C2=C1NC=C2)N2CC1(CCCN1C(=O)OC(C)(C)C)CC2 tert-butyl 7-(7H-pyrrolo[2,3-d]pyrimidin-4-yl)-1,7-diazaspiro[4.4]nonane-1-carboxylate